6-amino-5-chloro-2-(4-chloro-2-fluoro-3-methoxyphenyl)pyrimidine-4-carboxylic acid NC1=C(C(=NC(=N1)C1=C(C(=C(C=C1)Cl)OC)F)C(=O)O)Cl